tert-butyl (2S)-2-((tert-butoxycarbonyl)amino)-3-(5-oxo-4,5,6,7-tetrahydropyrazolo[1,5-a]pyrimidin-6-yl)propanoate C(C)(C)(C)OC(=O)N[C@H](C(=O)OC(C)(C)C)CC1C(NC=2N(C1)N=CC2)=O